C(C)(C)(C)N(C(O)=O)CC#CC=1OC2=C(C1)C(=CC=C2)C2C(NC(CC2)=O)=O.NCC#CC=2OC1=C(C2)C(=CC=C1)C1C(NC(CC1)=O)=O 3-(2-(3-aminoprop-1-yn-1-yl)benzofuran-4-yl)piperidine-2,6-dione tert-butyl-(3-(4-(2,6-dioxopiperidin-3-yl)benzofuran-2-yl)prop-2-yn-1-yl)carbamate